N1CC(C1)CN1C(=NC2=C1C(=CC(=C2)C(=O)O)Cl)C=2N(C1=CC=CC=C1C2)CC2CC2 1-(azetidin-3-ylmethyl)-7-chloro-2-(1-(cyclopropylmethyl)-1H-indol-2-yl)-1H-benzo[d]imidazole-5-carboxylic acid